C(C1=CC=CC=C1)NCC=1C=C2C(=NC1)NC=C2C=2C=C1C(=CC=NC1=C(C2)F)N2C[C@@H](CCC2)NC(OC(C)(C)C)=O tert-Butyl N-[(3R)-1-(6-{5-[(benzylamino)methyl]-1H-pyrrolo[2,3-b]pyridin-3-yl}-8-fluoroquinolin-4-yl)piperidin-3-yl]carbamate